(S)-2-((difluoromethoxy)methyl)-5-(2,4-difluorophenyl)-3,4-dihydro-2H-pyrano[2,3-b]pyridine-7-carboxylic acid ethyl ester C(C)OC(=O)C1=CC(=C2C(=N1)O[C@@H](CC2)COC(F)F)C2=C(C=C(C=C2)F)F